4-tertiary butyl-toluene (S)-methyl-2-(5-cyclopropyl-6-oxo-3-(2-oxoethyl)pyridazin-1(6H)-yl)-4-methylpentanoate COC([C@H](CC(C)C)N1N=C(C=C(C1=O)C1CC1)CC=O)=O.C(C)(C)(C)C1=CC=C(C)C=C1